diacetyloxy-phenyl-ethenyl-silane C(C)(=O)O[Si](C=C)(C1=CC=CC=C1)OC(C)=O